C1=CC=CC=2OC3=CC=CC=C3C(C12)C(=O)N xanthenamide